N(=[N+]=[N-])C1=NC(=NC=C1C(C)=O)SC 1-(4-azido-2-(methylthio)pyrimidin-5-yl)ethan-1-one